FC=1C=CC=C2C(=CNC12)C1N(CCN(C1)C1=CC=CC=C1)C(=O)N (7-fluoro-1H-indol-3-yl)-4-phenylpiperazine-1-carboxamide